8-ethyl-2,6-dimethyl-decan-3,8-diol C(C)C(CC(CCC(C(C)C)O)C)(CC)O